diisopropyl 1,2-benzenedisulfonate C=1(C(=CC=CC1)S(=O)(=O)OC(C)C)S(=O)(=O)OC(C)C